tert-butyl 6-(2-cyano-5-(((5-fluoro-2,3-dihydrobenzofuran-4-yl) methyl) amino) imidazo[1,2-c]pyrimidin-8-yl)-3,4-dihydroisoquinoline-2(1H)-carboxylate C(#N)C=1N=C2N(C(=NC=C2C=2C=C3CCN(CC3=CC2)C(=O)OC(C)(C)C)NCC2=C(C=CC3=C2CCO3)F)C1